CN1N=C(C2=CC=C(C=C12)NC1CCNCC1)C1C(NC(CC1)=O)=O 3-[1-methyl-6-(4-piperidylamino)indazol-3-yl]piperidine-2,6-dione